ClC1=C(C=C2C=C(N=CC2=C1)NC(=O)[C@H]1[C@@H](C1)C1=NC=CC=C1)[C@@H](CC#N)C (1R,2R)-N-(7-chloro-6-((R)-1-cyanopropan-2-yl)isoquinolin-3-yl)-2-(pyridin-2-yl)cyclopropane-1-carboxamide